5-(2,4-difluoro-5-methylphenyl)-N-(1-(1-(2,2-dimethoxyethyl)piperidin-4-yl)-1H-pyrazol-4-yl)-N-methylimidazo[1,2-a]pyrazin-8-amine FC1=C(C=C(C(=C1)F)C)C1=CN=C(C=2N1C=CN2)N(C)C=2C=NN(C2)C2CCN(CC2)CC(OC)OC